methyl (E)-4-[2-[2-[2-[2-[2-[2-[2-[2-[2-[bis(tert-butoxycarbonyl) amino]ethoxy]ethoxy]ethoxy]ethoxy]ethoxy]ethoxy]ethoxy]ethoxy]ethyl-methyl-amino]but-2-enoate C(C)(C)(C)OC(=O)N(CCOCCOCCOCCOCCOCCOCCOCCOCCN(C/C=C/C(=O)OC)C)C(=O)OC(C)(C)C